dicyclohexyl-diphenylphosphine C1(CCCCC1)C=1C(=C(C=CC1)PC1=CC=CC=C1)C1CCCCC1